4-(2-{2-[3-(2-aminoethyl)imidazo[1,2-a]pyridin-6-yl]-5-chlorophenoxy}ethyl)-N,1,5-trimethyl-1H-pyrazole-3-carboxamide NCCC1=CN=C2N1C=C(C=C2)C2=C(OCCC=1C(=NN(C1C)C)C(=O)NC)C=C(C=C2)Cl